BrC=1N=C(N(C1)CC1=CC=C(C=N1)C=1OC(=NN1)C(F)F)C 2-(6-((4-bromo-2-methyl-1H-imidazol-1-yl)methyl)pyridin-3-yl)-5-(difluoromethyl)-1,3,4-oxadiazole